[Pd](Cl)Cl.C1(=CC=CC=C1)P(CCP(C1=CC=CC=C1)C1=CC=CC=C1)C1=CC=CC=C1 [1,2-bis(diphenylphosphino)ethane] palladium (II) dichloride